[Si](C1=CC=CC=C1)(C1=CC=CC=C1)(C(C)(C)C)OC1C[C@H]2C([C@H]2C1)C(=O)O (1r,5s)-3-((tert-butyldiphenylsilyl)oxy)bicyclo[3.1.0]hexane-6-carboxylic acid